BrC=1C=C(C(=C(C1)C(C(=O)OC(C)(C)C)=O)F)Cl tert-butyl 2-(5-bromo-3-chloro-2-fluorophenyl)-2-oxoacetate